COC(C1=C(C=CC=C1)C1=CC(N(C(=C1)C)COCC)=O)=O 2-(1-(Ethoxymethyl)-6-methyl-2-oxo-1,2-dihydropyridin-4-yl)benzoic acid methyl ester